O.O.OCCS(=O)[O-].[Na+] sodium hydroxymethylmethanesulfinate dihydrate